((2S,4R)-4-Acetyloxy-5-(4,6-dichloro-1H-pyrazolo[3,4-d]pyrimidin-1-yl)-3-methylenetetrahydrofuran-2-yl)benzoic acid methyl ester COC(C1=C(C=CC=C1)[C@@H]1OC([C@@H](C1=C)OC(C)=O)N1N=CC=2C1=NC(=NC2Cl)Cl)=O